C1=CC=C(C=C1)C(=O)NCCCN N-(3-aminopropyl)benzamide